FC1([C@@H]([C@H](CCC1)N1CCN(CC1)C(C)C)NC(=O)N1C[C@@H]2CN(C[C@@H]2C1)C1=NC=CC=N1)F (3aR,6aS)-N-{(1R,6S)-2,2-difluoro-6-[4-(propan-2-yl)piperazin-1-yl]cyclohexyl}-5-(pyrimidin-2-yl)hexahydropyrrolo[3,4-c]pyrrole-2(1H)-carboxamide